(3S,3aR,6R,6aS)-6-(nitrooxy)-hexahydrofuro[3,2-b]furan-3-yl chloromethyl carbonate C(O[C@@H]1[C@@H]2[C@H](OC1)[C@@H](CO2)O[N+](=O)[O-])(OCCl)=O